6,9-bis((2-aminoethyl)amino)benzo(g)isoquinoline-5,10-dione NCCNC1=CC=C(C2=C1C(C=1C=CN=CC1C2=O)=O)NCCN